FC=1C=CC2=C(OC3=C([C@@H](C2)CN)C=CC=C3)C1 |o1:9| (R*)-(3-fluoro-10,11-dihydrodibenzo[b,f]oxepin-10-yl)methanamine